CC1=NC=2C(=NC(=CC2)C=2C=CN3N=C(N=CC32)N[C@@H]3CC[C@H](CC3)N3CCN(CC3)C)N1C 5-(2,3-dimethyl-3H-imidazo[4,5-b]pyridin-5-yl)-N-(trans-4-(4-methylpiperazin-1-yl)cyclohexyl)pyrrolo[2,1-f][1,2,4]triazin-2-amine